(R)-4-((1-(3-(difluoromethyl)-2-fluorophenyl)ethyl)amino)-6-(1-(fluoromethyl)cyclopropyl)-2-methyl-8-(1-methyl-1H-pyrazol-4-yl)pyrido[4,3-d]pyrimidine-7(6H)-one FC(C=1C(=C(C=CC1)[C@@H](C)NC=1C=2C(N=C(N1)C)=C(C(N(C2)C2(CC2)CF)=O)C=2C=NN(C2)C)F)F